N1C(=CC=2C1=NC=CC2)C(=O)[O-] 1H-pyrrolo[2,3-b]pyridine-2-carboxylate